2-(Difluoromethoxy)acethydrazide FC(OCC(=O)NN)F